N1=C(C=CC=C1)CCO 2-(pyridin-2-yl)ethanol